3-{4-[(3-cyclopropyl-1H-pyrazol-1-yl)methyl]phenyl}-5-(trifluoromethyl)-4,5-dihydro-1,2-oxazol-5-ol C1(CC1)C1=NN(C=C1)CC1=CC=C(C=C1)C1=NOC(C1)(O)C(F)(F)F